FC(C=1C=CC=2N(N1)C(=CN2)C2=CC(=NC=N2)N2CCOC1(CN(C1)S(=O)(=O)C)C2)F 8-(6-(6-(difluoromethyl)imidazo[1,2-b]pyridazin-3-yl)pyrimidin-4-yl)-2-(methylsulfonyl)-5-oxa-2,8-diazaspiro[3.5]nonane